P(O)(=O)(N)Cl.C(C)C(CN[C@@H](C)C(=O)O)CC 2-ethylbutyl-alanine chlorophosphoramidate